[Si](C)(C)(C(C)(C)C)OC(CCC1=C(C=CC(=C1)C)S(=O)(=O)OCCN(CCN)CCN)C 2-(bis(2-aminoethyl)amino)ethanol 3-[tert-butyl(dimethyl)silyl]oxybutyl-4-methylbenzenesulfonate